FC(C=1C=C(C=C(C1)C(F)(F)F)C=1/C(/N=C(C1)C1=CC=C(C=C1)O)=C(\C1=C(C=C(C=C1C)C)C)/C=1NC(=CC1C1=CC(=CC(=C1)C(F)(F)F)C(F)(F)F)C1=CC=C(C=C1)O)(F)F (Z)-4-(3-(3,5-bis(trifluoromethyl)phenyl)-2-((3-(3,5-bis(trifluoromethyl)phenyl)-5-(4-hydroxyphenyl)-1H-pyrrol-2-yl)(mesityl)methylene)-2H-pyrrol-5-yl)phenol